FC(C1=NN=C(O1)C=1C=CC(=NC1)CN1C(C2=CC=C(C=C2C(C1=O)(C)C)C1CCN(CC1)CC1CCOCC1)=O)F 2-((5-(5-(difluoromethyl)-1,3,4-oxadiazole-2-yl)pyridine-2-yl)methyl)-4,4-dimethyl-6-(1-((tetrahydro-2H-pyran-4-yl)methyl)piperidine-4-yl)isoquinoline-1,3(2H,4H)-dione